2-oxo-6-azaspiro[3.3]Heptane oxalate C(C(=O)O)(=O)O.O=C1CC2(C1)CNC2